1,8-dibromopyrene BrC1=CC=C2C=CC3=CC=C(C4=CC=C1C2=C34)Br